1-(7-(6-chloro-8-fluoro-7-(2-fluoro-6-hydroxyphenyl)-2-(((S)-1-methylpyrrolidin-2-yl)methoxy)quinazolin-4-yl)-2,7-diazaspiro[3.5]nonan-2-yl)prop-2-en-1-one ClC=1C=C2C(=NC(=NC2=C(C1C1=C(C=CC=C1O)F)F)OC[C@H]1N(CCC1)C)N1CCC2(CN(C2)C(C=C)=O)CC1